C(=O)(O)C(CC=1C=C(CN(CCOC=2C=C(C=CC2)CC(C(=O)O)C2CNCC2)C(=O)SC2=CC(=CC=C2)CC(C2CNCC2)C(=O)O)C=CC1)C1CNCC1 3-(3-(2-((3-(2-carboxy-2-(pyrrolidin-3-yl)ethyl)benzyl)(((3-(2-carboxy-2-(pyrrolidin-3-yl)ethyl)phenyl)thio)carbonyl)amino)ethoxy)phenyl)-2-(pyrrolidin-3-yl)propanoic acid